[Si](C)(C)(C(C)(C)C)OCC12C(OC(O1)(C)C)COC2N ((tert-butyldimethylsilyloxy)methyl)-2,2-dimethyltetrahydrofurano[3,4-d][1,3]dioxol-4-amine